FC(C1=CC=C2N1N=CC(=C2)C#N)(F)F 7-trifluoromethylpyrrolo[1,2-b]pyridazine-3-carbonitrile